OC1=CC=C(C=C1)C(=O)C1=CC=C(C=C1)OCCNC (4-hydroxyphenyl)(4-(2-(methylamino)-ethoxy)phenyl)methanone